(2S)-1-(4-{6-[(2R)-2-aminopropionylamino]pyridin-3-yl}benzenesulfonyl)pyrrolidine-2-carboxylic acid methyl ester COC(=O)[C@H]1N(CCC1)S(=O)(=O)C1=CC=C(C=C1)C=1C=NC(=CC1)NC([C@@H](C)N)=O